2-(5-Bromo-pyridin-3-yl)-hexanoic acid (3-tert-butyl-isoxazol-5-yl)-amide C(C)(C)(C)C1=NOC(=C1)NC(C(CCCC)C=1C=NC=C(C1)Br)=O